1-(((7-(8-ethyl-3-(methoxymethoxy)naphthalen-1-yl)-8-fluoro-4-(((1R,2R)-2-fluorocyclopropyl)(methyl)amino)pyrido[4,3-d]pyrimidin-2-yl)oxy)methyl)cyclopropane-1-carbaldehyde C(C)C=1C=CC=C2C=C(C=C(C12)C1=C(C=2N=C(N=C(C2C=N1)N(C)[C@H]1[C@@H](C1)F)OCC1(CC1)C=O)F)OCOC